IC=1C=C(C=C(C1)OC=1C=C(C=CC1)C1=CC(=CC=C1)C1=CC=CC=C1)OC=1C=C(C=CC1)C1=CC(=CC=C1)C1=CC=CC=C1 3,3'''-((5-iodo-1,3-phenylene)bis(oxy))di-1,1':3',1''-terphenyl